COC1=C2N(C(NC2=NC=N1)=O)CCC 6-methoxy-7-propyl-7,9-dihydro-8H-purin-8-one